1-hexyl-1-(6-methoxy-1,3-benzothiazol-2-yl)hydrazine C(CCCCC)N(N)C=1SC2=C(N1)C=CC(=C2)OC